(1R)-6-chloro-1-[(2S,3S,4R,SR)-3,4-dihydroxy-5-(4-methylpyrrolo[2,3-d]pyrimidin-7-yl)tetrahydrofuran-2-yl]isochroman-3-one ClC=1C=C2CC(O[C@H](C2=CC1)[C@H]1O[C@@H]([C@@H]([C@@H]1O)O)N1C=CC2=C1N=CN=C2C)=O |&1:13|